7-bromo-6-chloro-8-fluoro-2-((1-methylpyrrolidin-2-yl)methoxy)-4-(3-vinyl-5,6-dihydroimidazo[1,5-a]pyrazin-7(8H)-yl)quinazoline BrC1=C(C=C2C(=NC(=NC2=C1F)OCC1N(CCC1)C)N1CC=2N(CC1)C(=NC2)C=C)Cl